(Z)-5-(5-Amino-4-methylpyridin-3-yl)-3-(1-((1-methyl-1H-pyrazol-4-yl)amino)ethylidene)-1H-pyrrolo[2,3-c]pyridin-2(3H)-one NC=1C(=C(C=NC1)C=1C=C/2C(=CN1)NC(\C2=C(\C)/NC=2C=NN(C2)C)=O)C